(R)-3-((4-hydroxy-1-(3-phenylbutanoyl)piperidin-4-yl)methyl)-6-(6-oxa-2-azaspiro[3.4]octan-2-yl)pyrimidin-4(3H)-one OC1(CCN(CC1)C(C[C@@H](C)C1=CC=CC=C1)=O)CN1C=NC(=CC1=O)N1CC2(C1)COCC2